5-hepten-2-ylmethanethiol CC(CCC=CC)CS